methyl 7-fluoro-2-oxo-1H-quinoline-3-carboxylate FC1=CC=C2C=C(C(NC2=C1)=O)C(=O)OC